2-(6-Chloro-benzothiazol-2-ylamino)-1-ethyl-1H-benzoimidazole-5-carboxylic acid ethylamide C(C)NC(=O)C1=CC2=C(N(C(=N2)NC=2SC3=C(N2)C=CC(=C3)Cl)CC)C=C1